3-(4-(tert-butylsulfonyl)phenyl)-1-((2-(isopropylamino)pyridin-4-yl)methyl)-5,5-dimethylimidazolidine-2,4-dione C(C)(C)(C)S(=O)(=O)C1=CC=C(C=C1)N1C(N(C(C1=O)(C)C)CC1=CC(=NC=C1)NC(C)C)=O